FC(C(C(C(C(C(C(C(F)(F)F)(F)F)(F)F)(F)F)(F)F)(F)F)(F)F)(S(=O)(=O)[O-])F.CC1=CC=C(C=C1)[SH2+] 4-methylphenylsulfonium perfluorooctansulfonat